formyl-2-hydroxy-6,8-dihydro-5H-1,7-naphthyridine-7-carboxylic acid tert-butyl ester C(C)(C)(C)OC(=O)N1CCC=2C=C(C(=NC2C1)O)C=O